3-(5-ethyl-1-methyl-1H-pyrazol-4-yl)-5-fluorobenzoic acid C(C)C1=C(C=NN1C)C=1C=C(C(=O)O)C=C(C1)F